tert-butyl (S)-5-amino-4-(5-(((S)-1-((8-chloro-2-morpholinoquinazolin-6-yl)methyl)pyrrolidin-3-yl)oxy)-1-oxoisoindolin-2-yl)-5-oxopentanoate NC([C@H](CCC(=O)OC(C)(C)C)N1C(C2=CC=C(C=C2C1)O[C@@H]1CN(CC1)CC=1C=C2C=NC(=NC2=C(C1)Cl)N1CCOCC1)=O)=O